NC=1C=C(C(=NC1)C(=O)NC1CC1)C(F)F 5-amino-N-cyclopropyl-3-(difluoromethyl)picolinamide